N-[4-(4-morpholin-4-yl-7H-pyrrolo[2,3-d]pyrimidin-6-yl)phenyl]-4-[[(3R)-3-(prop-2-enoylamino)piperidin-1-yl]methyl]pyridine-2-carboxamide N1(CCOCC1)C=1C2=C(N=CN1)NC(=C2)C2=CC=C(C=C2)NC(=O)C2=NC=CC(=C2)CN2C[C@@H](CCC2)NC(C=C)=O